C1(CC1)CNC1=NC(N(C2=CC(=CC(=C12)F)C(F)(F)F)C=1C(=NC=CC1)C(F)(F)F)=O 4-((cyclopropylmethyl)amino)-5-fluoro-7-(trifluoromethyl)-1-(2-(trifluoro-methyl)-pyridin-3-yl)quinazolin-2(1H)-one